(E)-N-(4-aminobutyl)-2-methylbut-2-enamide HCl salt Cl.NCCCCNC(\C(=C\C)\C)=O